OC=1NC2=CC=CC=C2C1 hydroxy-indole